6-(8-ethyl-6,9-dioxo-5-(4-(trifluoromethyl)benzyl)-2,5,8-triazaspiro[3.5]-nonan-2-yl)nicotinonitrile C(C)N1CC(N(C2(CN(C2)C2=NC=C(C#N)C=C2)C1=O)CC1=CC=C(C=C1)C(F)(F)F)=O